benzyl 5-[(1-tert-butoxycarbonyl-4-piperidylidene) methyl]-4,4-difluoro-1,3-dihydroisoquinoline-2-carboxylate C(C)(C)(C)OC(=O)N1CCC(CC1)=CC1=C2C(CN(CC2=CC=C1)C(=O)OCC1=CC=CC=C1)(F)F